OC1=C(C=C(C=C1)CCCO)N1N=C2C(=N1)C=CC=C2 2-(2'-hydroxy-5'-hydroxypropylphenyl)-2H-benzotriazole